[Si](C)(C)(C(C)(C)C)OC1CCC(CC1)CO 4-(t-butyldimethylsilyloxy)cyclohexanemethanol